5-Chloro-N-(3-cyclopropyl-5-(((3S,5R)-3,5-dimethylpiperazin-1-yl)methyl)phenyl)-4-((S)-3-Phenylisooxazolidin-2-yl)pyrimidin-2-amine hydrochloride Cl.ClC=1C(=NC(=NC1)NC1=CC(=CC(=C1)CN1C[C@@H](N[C@@H](C1)C)C)C1CC1)N1OCC[C@H]1C1=CC=CC=C1